4-(4,4,5,5-tetramethyl-1,3,2-dioxaborolan-2-yl)-1,2,3,6-tetrahydropyridine CC1(OB(OC1(C)C)C=1CCNCC1)C